C(C)(C)(C)C1=CC=C(C=C1)N(C(=O)[C@@H]1N(CCC1)C(=O)OCC1=CC=CC=C1)C(C(=O)N1CC(C1)O)C=1C=NC=CC1 (2R)-benzyl 2-((4-(tert-butyl)phenyl)(2-(3-hydroxyazetidin-1-yl)-2-oxo-1-(pyridin-3-yl)ethyl)carbamoyl)pyrrolidine-1-carboxylate